1-((4-(2-phenylpropane-2-yl)benzoyl)glycyl)pyrrolidine-2-carboxamide C1(=CC=CC=C1)C(C)(C)C1=CC=C(C(=O)NCC(=O)N2C(CCC2)C(=O)N)C=C1